6-(3-(6,7-dihydropyrazolo[1,5-a]pyrimidin-4(5H)-yl)-7,8-dihydro-1,6-naphthyridin-6(5H)-yl)-5-methyl-N-(1-(pyridin-3-yl)cyclopropyl)pyridazine-3-carboxamide N1=CC=C2N1CCCN2C=2C=NC=1CCN(CC1C2)C2=C(C=C(N=N2)C(=O)NC2(CC2)C=2C=NC=CC2)C